2,6-Dichloro-3-fluoro-pyridin-4-amine ClC1=NC(=CC(=C1F)N)Cl